rac-5-{2-[(2R,5S)-2-(2,3-dihydro-1-benzofuran-6-yl)-5-methylpiperidin-1-yl]-2-oxoacetamido}pyridine-3-carboxamide O1CCC2=C1C=C(C=C2)[C@@H]2N(C[C@H](CC2)C)C(C(=O)NC=2C=C(C=NC2)C(=O)N)=O |r|